(4-(1-ethoxyvinyl)-3-fluoropyridin-2-yl)-N-ethylacetamide C(C)OC(=C)C1=C(C(=NC=C1)CC(=O)NCC)F